C1(CC1)COC1=CSC=C1C#C 3-(cyclopropylmethoxy)-4-ethynyl-thiophene